4-(4-(5-amino-1-methoxy-1,5-dioxopentan-2-yl)-3-fluorophenyl)piperazine-1-carboxylic acid tert-butyl ester C(C)(C)(C)OC(=O)N1CCN(CC1)C1=CC(=C(C=C1)C(C(=O)OC)CCC(=O)N)F